3,5-difluoro-4-(4,4,5,5-tetramethyl-1,3,2-dioxaborolan-2-yl)aniline FC=1C=C(N)C=C(C1B1OC(C(O1)(C)C)(C)C)F